2-[3-(3-vinylpiperazin-1-yl)-1,2,4-triazin-6-yl]-5-(1H-pyrazol-4-yl)phenol C(=C)C1CN(CCN1)C=1N=NC(=CN1)C1=C(C=C(C=C1)C=1C=NNC1)O